C(C)[N+](C=CC(CCCCC#C)F)(CC)[O-] N,N-diethyl-3-fluoronon-1-en-8-yn-1-amine oxide